O=C1NC(CCC1N1C(C2=CC=CC(=C2C1)SCCOCC(=O)O)=O)=O 2-(2-((2-(2,6-dioxopiperidin-3-yl)-1-oxoisoindolin-4-yl)thio)ethoxy)acetic acid